N,N-didodecyl-methacrylamide C(CCCCCCCCCCC)N(C(C(=C)C)=O)CCCCCCCCCCCC